OC1=C(C=C(C=C1)C(F)(F)F)C(C)=O 1-(2-hydroxy-5-(trifluoromethyl)phenyl)ethan-1-one